C(#N)/C=C/C1=CC(=C(OC2=NC(=NC=C2)NC=2C=CC(=C(C#N)C2)N2CCN(CC2)S(=O)(=O)C(C)C)C(=C1)C)C (E)-5-((4-(4-(2-cyanovinyl)-2,6-dimethylphenoxy)pyrimidin-2-yl)amino)-2-(4-(isopropylsulfonyl)piperazin-1-yl)benzonitrile